8-(((3,5-difluorophenyl)amino)methyl)-2-morpholino-4-oxo-4H-chromen FC=1C=C(C=C(C1)F)NCC=1C=CC=C2C(C=C(OC12)N1CCOCC1)=O